1-(((1s,4s)-4-(allyloxy)cyclohexyl)oxy)-3-bromo-2-(trifluoromethyl)benzene C(C=C)OC1CCC(CC1)OC1=C(C(=CC=C1)Br)C(F)(F)F